3-((2,2,2-trifluoroethyl)amino)bicyclo[1.1.1]pentan-1-yl (S)-1-(4-fluorophenyl)-3,4-dihydroisoquinoline-2(1H)-carboxylate FC1=CC=C(C=C1)[C@@H]1N(CCC2=CC=CC=C12)C(=O)OC12CC(C1)(C2)NCC(F)(F)F